(S)-5-cyclopropyl-5-(3-(2-(3,5-difluorophenyl)-2,6-dihydropyrrolo[3,4-c]pyrazol-5(4H)-yl)-3-oxopropyl)imidazoline-2,4-dione C1(CC1)[C@]1(C(NC(N1)=O)=O)CCC(=O)N1CC2=NN(C=C2C1)C1=CC(=CC(=C1)F)F